C(#N)C1=C(C(=C(C(=O)OC)C=C1)C)O methyl 4-cyano-3-hydroxy-2-methyl-benzoate